4-(benzylamino)-2-oxo-bicyclo[2.2.2]octane-1-carboxylic acid hydrochloride Cl.C(C1=CC=CC=C1)NC12CC(C(CC1)(CC2)C(=O)O)=O